FC([C@H]1N(C(O[C@@H]1C)=C=O)C=1N=C2N(CCOC3=C2C=CC(=C3)N[C@H](C(=O)N)C)C1)F (S)-2-((2-((4S,5R)-4-(difluoromethyl)-5-methyl-2-carbonyloxazolidin-3-yl)-5,6-dihydrobenzo[f]imidazo[1,2-d][1,4]oxazepin-9-yl)amino)propanamide